ClC=1C=C(C=CC1F)NC(=O)C=1C=2CC[C@@H](C2C(=CC1)F)NS(=O)(=O)C(C)C (S)-N-(3-chloro-4-fluorophenyl)-7-fluoro-1-((1-methylethyl)sulfonamido)-2,3-dihydro-1H-indene-4-carboxamide